(tert-butyl)-6-fluoro-1-(2-oxo-2-(4-phenylpiperazin-1-yl)ethyl)-1,2-dihydro-3H-indazol-3-one C(C)(C)(C)N1N(C2=CC(=CC=C2C1=O)F)CC(N1CCN(CC1)C1=CC=CC=C1)=O